CC(=CCCCCC)C(=O)[O-].[Na+] Sodium oct-2-ene-2-carboxylate salt